C(C1=CC(=NC=C1C([2H])([2H])[2H])C1=CC=CC2=C1OC1=C2C=CC(=C1)C1=CC=CC=C1)([2H])([2H])[2H] 4,5-bis(methyl-d3)-2-(7-phenyldibenzo[b,d]furan-4-yl)pyridine